D-lactosyl azide C1([C@H](O)[C@@H](O)[C@H](O[C@H]2[C@H](O)[C@@H](O)[C@@H](O)[C@H](O2)CO)[C@H](O1)CO)N=[N+]=[N-]